1-((3-Methyl-1H-pyrazolo[3,4-b]pyridin-5-yl)methyl)-N-(3-(pyrrolidin-1-ylmethyl)-5-(trifluoromethyl)phenyl)indolin-6-carboxamid CC1=NNC2=NC=C(C=C21)CN2CCC1=CC=C(C=C21)C(=O)NC2=CC(=CC(=C2)C(F)(F)F)CN2CCCC2